ClC=1C(=C(C=CC1)NC1=C(NC2=C1C(NCC2)=O)C2=C(C=NC=C2)OC[C@H](C)C2=NC=CC=C2)OC (R)-3-((3-chloro-2-methoxyphenyl)amino)-2-(3-(2-(pyridin-2-yl)propoxy)pyridin-4-yl)-1,5,6,7-tetrahydro-4H-pyrrolo[3,2-c]pyridin-4-one